N1C=CC2=CC=C(C=C12)NC1=CC(=CC(=N1)C#N)NC=1C=CC2=C(N=C(S2)C)C1 6-[(1H-indol-6-yl)amino]-4-[(2-methyl-1,3-benzothiazol-5-yl)amino]pyridine-2-carbonitrile